1-(2,6-difluorobenzyl)-6-(4-methoxy-5H-pyrrolo[3,2-d]pyrimidin-5-yl)-2-methyl-1H-imidazo[4,5-b]pyridine FC1=C(CN2C(=NC3=NC=C(C=C32)N3C=CC=2N=CN=C(C23)OC)C)C(=CC=C1)F